(3-hydroxy-1H-pyrazolyl)-4-butyl-2,3-dihydro-1H-benzazepine-3-Carboxylic acid benzyl ester C(C1=CC=CC=C1)OC(=O)C1CN(C2=C(C=C1CCCC)C=CC=C2)N2N=C(C=C2)O